C(C)OCCOCC.[K].[K] dipotassium ethylene glycol diethyl ether